3α,6α,7α,12α-Tetrahydroxy-5β-cholan O[C@H]1C[C@H]2[C@H]([C@H]([C@H]3[C@@H]4CC[C@H]([C@@H](CCC)C)[C@]4([C@H](C[C@@H]3[C@]2(CC1)C)O)C)O)O